tert-butyl 4-{5-[6-chloro-4-(ethylamino)pyridin-3-yl]-1,3,4-oxadiazol-2-yl}piperazine-1-carboxylate ClC1=CC(=C(C=N1)C1=NN=C(O1)N1CCN(CC1)C(=O)OC(C)(C)C)NCC